methyl (E)-3-(tetrahydrofuran-2-yl)acrylate O1C(CCC1)/C=C/C(=O)OC